3-chloro-2-fluoro-5-[1-(4-hydroxyphenyl)-1-methyl-ethyl]benzonitrile ClC=1C(=C(C#N)C=C(C1)C(C)(C)C1=CC=C(C=C1)O)F